Ethyl (E)-1-(4-(3-(tert-butoxy)-3-oxoprop-1-en-1-yl)phenyl)piperidine-4-carboxylate C(C)(C)(C)OC(/C=C/C1=CC=C(C=C1)N1CCC(CC1)C(=O)OCC)=O